yttrium aluminum calcium [Ca].[Al].[Y]